(S)-2-((3R,5S)-3-hydroxy-5-(4-hydroxyphenyl)tetrahydrofuran-3-carboxamido)-2-(4-(3-hydroxypropyl)phenyl)acetic acid O[C@]1(CO[C@@H](C1)C1=CC=C(C=C1)O)C(=O)N[C@H](C(=O)O)C1=CC=C(C=C1)CCCO